2-(4-octylphenyl)ethanol C(CCCCCCC)C1=CC=C(C=C1)CCO